OC(=C=C=C=C=C=C=C=C=C=C=C=C=CC(=O)O)C=CCCC 15-hydroxyeicosatetradecenoic acid